2-(4-((1,3-Dioxoisoindolin-2-yl)methyl)-7-fluoro-1-methyl-2-oxo-1,2-dihydroquinolin-8-yl)acetaldehyde O=C1N(C(C2=CC=CC=C12)=O)CC1=CC(N(C2=C(C(=CC=C12)F)CC=O)C)=O